(ethylmethylamino)zirconium C(C)N(C)[Zr]